1-methyl-7-nitro-5-[2-(pentan-3-ylsulfanyl)phenyl]-2,3-dihydro-1H-1,4-benzodiazepin-2-one CN1C(CN=C(C2=C1C=CC(=C2)[N+](=O)[O-])C2=C(C=CC=C2)SC(CC)CC)=O